(6-{7-[2-(5,6-dihydro-8H-[1,2,4]triazolo[4,3-a]pyrazin-7-yl)-ethoxy]-imidazo[1,2-a]pyridin-3-yl}-pyrimidin-4-yl)-[4-(1-methyl-1H-pyrazol-4-yl)-benzyl]-amine N=1N=CN2C1CN(CC2)CCOC2=CC=1N(C=C2)C(=CN1)C1=CC(=NC=N1)NCC1=CC=C(C=C1)C=1C=NN(C1)C